ClC=1N=C(C(=NC1)C(=O)O)C 5-chloro-3-methyl-pyrazine-2-carboxylic acid